OC1=C(C(=C(C(=O)N2CC3=CC=CC(=C3C2)NC(C(=C)CN2CCOCC2)=O)C(=C1)O)OC)C N-(2-(4,6-Dihydroxy-2-methoxy-3-methylbenzoyl)isoindolin-4-yl)-2-(morpholinomethyl)acrylamide